CC1N(CCC1)CC1=NC2=C(N1)C=CC(=C2)NC(=O)C=2C=CC=NC2 5-((2-((2-methylpyrrolidin-1-yl)methyl)-1H-benzo[d]imidazol-5-yl)carbamoyl)pyridin